BrC(CCCCCCCCCC)OC1OCCCC1 2-((l-1-bromoundecyl)oxy)tetrahydro-2H-pyrane